(R)-3-amino-1-(2-((6-amino-9H-purin-9-yl)methyl)-3-bromo-4,6-Dichlorophenyl)-N-cyclopropylpyrrolidin-3-carboxamid N[C@]1(CN(CC1)C1=C(C(=C(C=C1Cl)Cl)Br)CN1C2=NC=NC(=C2N=C1)N)C(=O)NC1CC1